OCCCCCNCC(CCCCCCCCCCCCCC)O N-hydroxypentyl-N-(2-hydroxyhexadecyl)amine